(±)-5-(2,3-difluorophenyl)-2-(3-fluorobicyclo[1.1.1]pentan-1-yl)-2,5,6,7-tetrahydro-3H-pyrrolo[2,1-c][1,2,4]triazol-3-one FC1=C(C=CC=C1F)[C@H]1CCC2=NN(C(N21)=O)C21CC(C2)(C1)F |r|